O(C(=S)[S-])CC.[K+] potassium Ethyl xanthate